N-[1-(2,5-dichloro-4-pyridyl)azetidin-3-yl]-3,4-dimethyl-pyrimido[4',5':4,5]thieno[2,3-c]pyridazin-8-amine ClC1=NC=C(C(=C1)N1CC(C1)NC1=NC=NC2=C1SC=1N=NC(=C(C12)C)C)Cl